[Br-].[Br-].[Br-].C(C(C)C)[Hf+3] isobutyl-hafnium tribromide